[Na+].OCCN(C1=CC=C(C=C1)N=NC1=CC=C(C2=CC=CC=C12)N=NC=1C=C(C=CC1)S(=O)(=O)[O-])CCO m-[[4-[[p-[bis(2-hydroxyethyl)amino]phenyl]azo]-1-naphthyl]azo]benzenesulfonic acid sodium salt